(R)-3-(((tert-butyldimethylsilyl)oxy)methyl)-5-nitro-3,4-dihydro-2H-benzo[b][1,4]thiazine-7-sulfonamide [Si](C)(C)(C(C)(C)C)OC[C@H]1NC2=C(SC1)C=C(C=C2[N+](=O)[O-])S(=O)(=O)N